N-((4-((4,4-difluorocyclohexyl)methoxy)-3-nitrophenyl)sulfonyl)-2-(3,4-dihydro-2H-pyrrolo[3',2':5,6]pyrido[2,3-b][1,4]oxazepin-1(7H)-yl)benzamide FC1(CCC(CC1)COC1=C(C=C(C=C1)S(=O)(=O)NC(C1=C(C=CC=C1)N1C2=C(OCCC1)N=C1C(=C2)C=CN1)=O)[N+](=O)[O-])F